C(C)(C)(C)OC(=O)N1C([C@@]2(C3=CC(=CC=C13)OC)[C@@H](C2)C2=CC=C1C(=NN(C1=C2)C(=O)OC(C)(C)C)NC=2C=C1C=CC=NC1=CC2OC)=O (1R,2S)-2-[1-(tert-butoxycarbonyl)-3-[(7-methoxyquinolin-6-yl)amino]indazol-6-yl]-5'-methoxy-2'-oxospiro[cyclopropane-1,3'-indole]-1'-carboxylic acid tert-butyl ester